5-methyl-1'-[(1-methylpyrazol-4-yl)methyl]spiro[1H-isobenzofuran-3,4'-piperidine] CC=1C=C2C(=CC1)COC21CCN(CC1)CC=1C=NN(C1)C